O=C1NC(CCC1N1C(C2=CC=C(C=C2C1=O)NCCCCCC(=O)NC1=CC=C(C=C1)CCOC1=NC(=CC(=N1)N/N=C/C1=CC(=CC=C1)C)N1CCOCC1)=O)=O (E)-6-((2-(2,6-dioxopiperidin-3-yl)-1,3-dioxoisoindolin-5-yl)amino)-N-(4-(2-((4-(2-(3-methylbenzylidene)hydrazino)-6-morpholinopyrimidin-2-yl)oxy)ethyl)phenyl)hexanamide